Ammonium Acetate tert-butyl-{fluoro-1-[trans-4-(pyridin-2-yloxy)cyclohexyl]-5,6-dihydro-4H-[1,2,4]triazolo[4,3-a][1]benzazepin-5-yl}carbamate C(C)(C)(C)N(C([O-])=O)C1C(C=2N(C3=C(C1)C=CC=C3)C(=NN2)[C@@H]2CC[C@H](CC2)OC2=NC=CC=C2)F.C(C)(=O)[O-].[NH4+].[NH4+]